C(C)OC(CN1N=C(C2=C(C1=O)C=C(O2)C2CC2)C)=O (2-cyclopropyl-7-methyl-4-oxo-furo[2,3-d]pyridazin-5-yl)acetic acid ethyl ester